tert-butyl cis-1-acetyl-3-methyl-6-azabicyclo[3.1.1]heptane-6-carboxylate C(C)(=O)C12CC(CC(N1C(=O)OC(C)(C)C)C2)C